6-((6-(4-methoxyphenyl)-7-oxo-2,3-diphenyl-4,7-dihydropyrazolo[1,5-a]pyrimidin-5-yl)amino)pyridine-2-carbonitrile COC1=CC=C(C=C1)C1=C(NC=2N(C1=O)N=C(C2C2=CC=CC=C2)C2=CC=CC=C2)NC2=CC=CC(=N2)C#N